[Si](C1=CC=CC=C1)(C1=CC=CC=C1)(C(C)(C)C)OC1CCC(CC1)N1N=CC(=C1)C(=O)OCC ethyl 1-((1s,4s)-4-((tert-butyldiphenylsilyl)oxy)cyclohexyl)-1H-pyrazole-4-carboxylate